FC(C(=O)O)(F)F.C(#N)CC(N1N=CC(=C1)C=1C2=C(N=CN1)NC=C2)C=2C=C(SC2)C#N 4-{2-cyano-1-[4-(7H-pyrrolo-[2,3-d]pyrimidin-4-yl)-1H-pyrazol-1-yl]ethyl}thiophene-2-carbonitrile trifluoroacetate